C(C)(C)(C)OC(=O)NC(C(=O)OC(C)(C)C)CC=O tert-butyl 2-((tert-butoxycarbonyl) amino)-4-oxobutyrate